1-{1-[4-chloro-4'-(4-isopropylpiperazin-1-yl)[biphenyl]-2-yl]piperidin-3-yl}-5-(difluoromethyl)-1H-pyrazole-4-carboxylic acid hydrochloride Cl.ClC1=CC(=C(C=C1)C1=CC=C(C=C1)N1CCN(CC1)C(C)C)N1CC(CCC1)N1N=CC(=C1C(F)F)C(=O)O